C(C)[N+]1=CC=C(C=C1)C1=CC=C(C=C1)C1=CC=[N+](C=C1)CCP(=O)(O)O 1-ethyl-4-(4-(1-(2-phosphonoethyl)pyridin-1-ium-4-yl)phenyl)pyridin-1-ium